1-(3,5-Difluorobenzyl)-1H-indazole-6-carboxylic acid hydroxyamide ONC(=O)C1=CC=C2C=NN(C2=C1)CC1=CC(=CC(=C1)F)F